ethyl 2,4-dihydroxy-3,5-dibromo-6-pentylbenzoate OC1=C(C(=O)OCC)C(=C(C(=C1Br)O)Br)CCCCC